C(CCCCCCC)OC=CCCCCCCCCCC (octyloxy)dodec-1-ene